N-{(1S)-1-cyano-2-[(3S)-2-oxopiperidin-3-yl]ethyl}-N2-(piperidine-1-sulfonyl)-L-leucinamide C(#N)[C@H](C[C@H]1C(NCCC1)=O)NC([C@@H](NS(=O)(=O)N1CCCCC1)CC(C)C)=O